FC=1C=C(C=C(C1C=O)F)C1=CC=CC=C1 3,5-difluoro-[1,1'-biphenyl]-4-carbaldehyde